C(C)(=O)OCC1CN2C(C=3N(C1)C=C(C3)B3OC(C(O3)(C)C)(C)C)=NN=C2C2(CCC2)C(F)(F)F (10-(4,4,5,5-tetramethyl-1,3,2-dioxaborolan-2-yl)-3-(1-(trifluoromethyl)cyclobutyl)-6,7-dihydro-5H-pyrrolo[1,2-a][1,2,4]triazolo[3,4-c][1,4]diazepin-6-yl)methyl acetate